NC(CC(=O)O)(CC)C 3-AMINO-3-METHYLPENTANOIC ACID